2-(8-chloro-2-methyl-1-oxo-phthalazin-5-yl)-2-[2-[3-(6-oxo-1H-pyridazin-4-yl)propyl]-2-azaspiro[3.3]heptan-6-yl]acetaldehyde ClC=1C=CC(=C2C=NN(C(C12)=O)C)C(C=O)C1CC2(CN(C2)CCCC=2C=NNC(C2)=O)C1